2-tert-butylcyclohexanone C(C)(C)(C)C1C(CCCC1)=O